FC(C1=NNC=C1C=1N=C(C2=C(N1)C=NC=C2)N)(F)F 2-[3-(trifluoromethyl)-1H-pyrazol-4-yl]pyrido[3,4-d]pyrimidin-4-amine